6-bromo-7-fluoro-2-[(4S)-2-hydroxy-4-[(4-methoxyphenyl)methoxy]pentyl]isoquinolin-1-one BrC=1C=C2C=CN(C(C2=CC1F)=O)CC(C[C@H](C)OCC1=CC=C(C=C1)OC)O